(R)-(+)-α-phenylethylamine C1(=CC=CC=C1)[C@@H](C)N